BrCC=1C=CC=2C=3C(C(NC2C1F)=O)=CSC3 7-(bromomethyl)-6-fluorothieno[3,4-c]quinolin-4(5H)-one